copper (1-amino-1,2,3-triazole) iodate I(=O)(=O)[O-].NN1N=NC=C1.[Cu+2].I(=O)(=O)[O-]